hexadecyl-bis(2-hydroxyethyl)-octyl-ammonium chloride [Cl-].C(CCCCCCCCCCCCCCC)[N+](CCCCCCCC)(CCO)CCO